stannyl-pyridine [SnH3]C1=NC=CC=C1